C(CCCCCCC\C=C/CCCCCCCC)(=O)CN(C)CCC oleoyl-propyl-dimethylamine